(R)-N-(6-chloro-2,3,4,9-tetrahydro-1H-carbazol-1-yl)picolinamide ClC=1C=C2C=3CCC[C@H](C3NC2=CC1)NC(C1=NC=CC=C1)=O